COC1(C=C2C(NC(C(O2)O)=O)=CC1)O 7-methoxy-2,7-dihydroxy-2h-1,4-benzoxazin-3(4H)-one